C(#N)C1=C(OC=2C=C3C(N(C=NC3=CC2)CCC2CCN(CC2)C(=O)[O-])=O)C(=CC=C1F)F 4-[2-[6-(2-cyano-3,6-difluoro-phenoxy)-4-oxo-quinazolin-3-yl]ethyl]piperidine-1-carboxylate